(4-(dibenzothiophen-3-yl)phenyl)boronic acid C1=CC(=CC=2SC3=C(C21)C=CC=C3)C3=CC=C(C=C3)B(O)O